C1(=CC=CC=C1)C=1C(=CNC1)C(=O)O 4-phenyl-1H-pyrrole-3-carboxylic acid